O[C@H](CN(C)CC=1N=C2N(C(C1)=O)C=CC=C2)C ((((S)-2-hydroxypropyl)(methyl)amino)methyl)-4H-pyrido[1,2-a]pyrimidin-4-one